3-methyl-2,2'-bipyridine CC=1C(=NC=CC1)C1=NC=CC=C1